NC=1C(=C2C(=NC1C(=O)N)N(C=C2C#N)C)C2=C(C(=CC=C2)O)C (P)-5-amino-3-cyano-4-(3-hydroxy-2-methylphenyl)-1-methyl-1H-pyrrolo[2,3-b]pyridine-6-carboxamide